N[C@H](C(=O)O)CC1=CC=C(C=C1)C=1C2=C(N=C(N1)N)NC=C2 (S)-2-amino-3-(4-(2-amino-7H-pyrrolo[2,3-d]pyrimidine-4-yl)phenyl)propionic acid